3-Methacryloxypropylmethyltrimethoxysilan C(C(=C)C)(=O)OCCCCO[Si](OC)(OC)C